2-(1-benzyl-azetidine-2-carboxamido)-9-(5,6,7,8-tetrahydro-1,8-naphthyridin-2-yl)nonanoic acid C(C1=CC=CC=C1)N1C(CC1)C(=O)NC(C(=O)O)CCCCCCCC1=NC=2NCCCC2C=C1